1-benzyl-5-methyl-6-oxopyrazin-4-ylboronic acid C(C1=CC=CC=C1)N1C=CN(C(C1=O)C)B(O)O